O1CCN(CC1)C1=CC=C(C=C1)NC1=NC=CC(=N1)C1=CC=C(C(=O)NCC2OCCC2)C=C1 4-(2-((4-Morpholinophenyl)amino)pyrimidin-4-yl)-N-((tetrahydrofuran-2-yl)methyl)-benzamide